(4aR,8aS)-6-(3-(4-Bromophenyl)-3-methylazetidine-1-carbonyl)hexahydro-2H-pyrido[4,3-b][1,4]oxazin-3(4H)-one BrC1=CC=C(C=C1)C1(CN(C1)C(=O)N1C[C@@H]2[C@@H](OCC(N2)=O)CC1)C